5-(4-bromophenyl)-2,3-dihydroxypent-4-enoate BrC1=CC=C(C=C1)C=CC(C(C(=O)[O-])O)O